1,2-bis(diphenylphosphino)ethane palladium [Pd].C1(=CC=CC=C1)P(CCP(C1=CC=CC=C1)C1=CC=CC=C1)C1=CC=CC=C1